N-((R)-2-fluoro-3-hydroxy-3-methylbutyl)nicotinamide F[C@H](CNC(C1=CN=CC=C1)=O)C(C)(C)O